6-[6-(1-cyclopropyl-2,2,2-trifluoro-ethoxy)-3-pyridinyl]-[1,2,4]Triazolo[4,3-a]Pyrazine C1(CC1)C(C(F)(F)F)OC1=CC=C(C=N1)C=1N=CC=2N(C1)C=NN2